ClC1=C(C(=O)NCC)C=CC=C1CC#N 2-chloro-3-(cyanomethyl)-N-ethylbenzamide